6-((3-(N-methylacetamido)propyl)amino)-2-phenylpyrimidine-4-carboxylic acid CN(C(C)=O)CCCNC1=CC(=NC(=N1)C1=CC=CC=C1)C(=O)O